O=C(C(CC1=CC=CC=C1)NC(=O)C1=NSN=C1C1=CC=CC=C1)C1=NNC=N1 N-(1-oxo-3-phenyl-1-(1H-1,2,4-triazol-3-yl)propan-2-yl)-4-phenyl-1,2,5-thiadiazole-3-carboxamide